β-hydroxynaphthoic acid C1=CC=C2C=C(C(=CC2=C1)C(=O)O)O